3-(4-chlorophenyl)-1-(3-phenylphenyl)urea ClC1=CC=C(C=C1)NC(NC1=CC(=CC=C1)C1=CC=CC=C1)=O